N-(4-([1,2,4]triazolo[1,5-a]pyridin-7-yloxy)-3-chloro-2-fluorophenyl)-6-(3,3-dimethylpiperazin-1-yl)pyrido[3,2-d]pyrimidin-4-amine N=1C=NN2C1C=C(C=C2)OC2=C(C(=C(C=C2)NC=2C1=C(N=CN2)C=CC(=N1)N1CC(NCC1)(C)C)F)Cl